OC1=C2CCC(NC2=CC=C1)=O 5-hydroxy-3,4-dihydro-quinolinone